N-[(1S)-2-[[(2S)-2-amino-4-guanidino-butanoyl]amino]-1-methyl-ethyl]-4-[[3-(2,3-difluoro-4-pyrimidin-4-yloxy-phenyl)imidazo[1,2-a]pyrazin-8-yl]amino]-2-ethyl-benzamide N[C@H](C(=O)NC[C@H](C)NC(C1=C(C=C(C=C1)NC=1C=2N(C=CN1)C(=CN2)C2=C(C(=C(C=C2)OC2=NC=NC=C2)F)F)CC)=O)CCNC(=N)N